ClC1(NC=C2NC(N(C2=N1)CC1=CC=C(C=C1)C=1N(N=C(N1)C(F)(F)F)C1CC1)=O)C=1C(=NC=NC1OC)C1CC1 2-chloro-9-([4-[2-cyclopropyl-5-(trifluoromethyl)-1,2,4-triazol-3-yl]phenyl]methyl)-2-(4-cyclopropyl-6-methoxypyrimidin-5-yl)-7H-purin-8-one